FC1=C(C=C(C=C1)NC(=O)C1=C(N(C(=C1C)C(C(NC1(CCCCC1)C=1SC=CC1)=O)=O)C)C)C N-(4-fluoro-3-methylphenyl)-1,2,4-trimethyl-5-(2-oxo-2-((1-(thiophen-2-yl)cyclohexyl)amino)acetyl)-1H-pyrrole-3-carboxamide